N1C=C(C2=CC=CC=C12)CCCC(=O)O.[K] potassium indole-3-butyric acid